C(CCCCCCCCCCCCC)(=O)[O-].C(CCCCCCCCCCCCC)(=O)[O-].C(CCCCCCCCCCCCC)(=O)[O-].[Al+3] aluminum tris(tetradecanoate)